C(C)(C)(C)OC(=O)N1C[C@H]([C@](CC1)(C)O)O |r| rac-trans-3,4-dihydroxy-4-methylpiperidine-1-carboxylic acid tert-butyl ester